CC(CO)C(CC)(O)C 2,3-dimethyl-1,3-pentanediol